FC(C1=NN(C=2NCCCC21)C=2C=C(C=CC2)O)(F)F 3-(3-(Trifluoromethyl)-4,5,6,7-tetrahydro-1H-pyrazolo[3,4-b]pyridine-1-yl)phenol